(S,E)-methyl-7-(1-(2-(2-ethylbutylamino)-2-oxoethyl)-2-oxo-1,2-dihydro-pyridin-3-ylamino)-6-(1-methyl-1H-imidazole-5-carboxamido)-7-oxohept-2-enoat COC(\C=C\CC[C@@H](C(=O)NC=1C(N(C=CC1)CC(=O)NCC(CC)CC)=O)NC(=O)C1=CN=CN1C)=O